COC(=O)C=1C=C2C3=C(NC2=C(C1)C)N=CN=C3N.CC=3C=C(C=C(C3N3CCN(CC3)C)C)NC=3C(=NC1=CC(=CC=C1C3)C(=O)N)C(=O)N 3-((3,5-dimethyl-4-(4-methylpiperazin-1-yl)phenyl)amino)quinoline-2,7-dicarboxamide methyl-4-amino-8-methyl-9H-pyrimido[4,5-b]indole-6-carboxylate